(1-(9-ethyl-9H-carbazol-3-yl)-5-phenyl-1H-1,2,3-triazol-4-yl)(thiophen-2-yl)methanone C(C)N1C2=CC=CC=C2C=2C=C(C=CC12)N1N=NC(=C1C1=CC=CC=C1)C(=O)C=1SC=CC1